divinyl-bisphenol A diacrylate C(C=C)(=O)O.C(C=C)(=O)O.C(=C)C=1C(=C(O)C=CC1C(C)(C)C1=CC=C(C=C1)O)C=C